(M)-5-Amino-3-cyano-1-(3-fluoropyridin-2-yl)-4-(3-hydroxy-2-methylphenyl)-1H-pyrrolo[2,3-b]pyridine-6-carboxamide NC=1C(=C2C(=NC1C(=O)N)N(C=C2C#N)C2=NC=CC=C2F)C2=C(C(=CC=C2)O)C